(7r,8as)-2-(5-(5-(2-fluoro-3-methylphenyl)-6-methoxy-1H-pyrazolo[4,3-b]pyridin-3-yl)pyridin-2-yl)octahydropyrrolo[1,2-a]pyrazin-7-ol FC1=C(C=CC=C1C)C1=C(C=C2C(=N1)C(=NN2)C=2C=CC(=NC2)N2C[C@H]1N(CC2)C[C@@H](C1)O)OC